4-(6-chloro-2-cyclopropylimidazo[1,2-a]pyridin-8-yl)morpholine ClC=1C=C(C=2N(C1)C=C(N2)C2CC2)N2CCOCC2